(E)-3-(4-{[2-(4-Fluoro-phenyl)-cyclopropylamino]-methyl}-phenyl)-acrylic Acid Methyl Ester COC(\C=C\C1=CC=C(C=C1)CNC1C(C1)C1=CC=C(C=C1)F)=O